N,N-Diphenylmethyl-4-bromoaniline C1(=CC=CC=C1)CN(C1=CC=C(C=C1)Br)CC1=CC=CC=C1